CN(CCCCCCCCO)CCCCCCCCO 8,8'-(Methylazanediyl)bis(octan-1-ol)